F[C@]12[C@H]3CC[C@@]4([C@H](CC[C@H]4[C@@H]3CC[C@@H]2C[C@](CC1)(C)O)C(CN1N=CC(=C1)C=1OC=CN1)=O)C 1-((3R,5R,8S,9S,10R,13S,14S,17S)-10-Fluoro-3-hydroxy-3,13-dimethylhexadecahydro-1H-cyclopenta[a]phenanthren-17-yl)-2-(4-(oxazol-2-yl)-1H-pyrazol-1-yl)ethan-1-one